ClC=1C=C(C=CC1)C(CO)N1C=NC2=CC(=CC=C2C1=O)C=1C(=NOC1)C 3-(1-(3-chlorophenyl)-2-hydroxyethyl)-7-(3-methylisoxazol-4-yl)quinazolin-4(3H)-one